FC=1C=C(C=CC1F)N1C(CCC[C@H]1C1=NC2=C(N1C=1SC=C(N1)C1=CC(=CC=C1)OC)C=CC(=C2)C=2C(=NOC2C)C)=O (S)-1-(3,4-difluorophenyl)-6-(5-(3,5-dimethylisoxazol-4-yl)-1-(4-(3-methoxyphenyl)thiazol-2-yl)-1H-benzo[d]imidazol-2-yl)piperidin-2-one